tert-butyl N-[1-(1-acetylazetidin-3-yl)-2-amino-2-oxo-ethyl]carbamate C(C)(=O)N1CC(C1)C(C(=O)N)NC(OC(C)(C)C)=O